ClP(C1=CC=CC=C1)C1=CC(=CC=C1)F Chloro(3-fluorophenyl)(phenyl)phosphine